FC(C1=NC(=C2N1CCNC2)C(=O)O)(F)F 3-(trifluoromethyl)-5H,6H,7H,8H-imidazo[1,5-a]pyrazine-1-carboxylic acid